divanadium trioxide [O-2].[O-2].[O-2].[V+5].[V+5]